C(C)(C)(C)OC(N(CC1=CC(=C2C=CC=NC2=C1CO)C1=CC=C(C=C1)OC(F)(F)F)C(=O)OC(C)(C)C)=O N-tert-Butoxycarbonyl-N-[[8-(hydroxymethyl)-5-[4-(trifluoromethoxy)phenyl]-7-quinolinyl]methyl]carbamic acid tert-butyl ester